propionic acid (2S,3S)-3-phenylbut-2-yl ester C1(=CC=CC=C1)[C@@H]([C@H](C)OC(CC)=O)C